BrC1=CC=CC=2C3NC(N(C(OC21)(C3)C)C3=CC(=CC=C3)C(=O)N3CC2=CC=CC=C2CC3)=O 10-Bromo-2-methyl-3-(3-(1,2,3,4-tetrahydroisoquinoline-2-carbonyl)phenyl)-5,6-dihydro-2H-2,6-methanobenzo[g][1,3,5]oxadiazocin-4(3H)-one